4-(tert-butyl)-N-(2-(2,6-dioxopiperidin-3-yl)-1-oxoisoindolin-5-yl)benzenesulfonamide C(C)(C)(C)C1=CC=C(C=C1)S(=O)(=O)NC=1C=C2CN(C(C2=CC1)=O)C1C(NC(CC1)=O)=O